C(C1=CC=CC=C1)N(C1CCC(N(C1)C(=O)OC(C)(C)C)(C)C)CC1=CC=CC=C1 tert-butyl 5-(dibenzylamino)-2,2-dimethylpiperidine-1-carboxylate